ClC1=NC2=CC=C(C=C2C(=C1N)NCC1=CC(=CC=C1)CN1CCCC1)C 2-chloro-6-methyl-N4-(3-(pyrrolidin-1-ylmethyl)benzyl)quinoline-3,4-diamine